2,4-diamino-6-methacryloxyethyl-sym-triazine NC1=NC(=NC(=N1)N)CCOC(C(=C)C)=O